ClCC1=C(C=NC=C1)C1C(NC(CC1)=O)=O 3-(4-(Chloromethyl)pyridin-3-yl)piperidine-2,6-dione